perfluoro-butenylvinyl ether FC(=C(C(=C(C(C(F)(F)F)(F)F)F)F)F)OC(=C(F)C(=C(C(C(F)(F)F)(F)F)F)F)F